S1C(SCCC1)C1=NN(C=C1C1=CC=CC=C1)C1=CC=C(C=C1)Br 3-(1,3-dithian-2-yl)-1-(4-bromophenyl)-4-phenyl-1H-pyrazole